P(=S)(SCCCCCCCCCCCCC)([S-])[S-] tridecyl tetrathiophosphate